((2-(tert-butyl)cyclohexyl)oxy)butan ((3S,5S)-tert-butyl-1-(4-fluoro-2-nitrophenyl)-5-(hydroxymethyl)pyrrolidin-3-yl)carbamate C(C)(C)(C)C1N([C@@H](C[C@@H]1NC(O)=O)CO)C1=C(C=C(C=C1)F)[N+](=O)[O-].C(C)(C)(C)C1C(CCCC1)OCCCC